(3-(3-hydroxyoxetan-3-yl)phenyl)(5-(4-(trifluoromethyl)phenyl)hexahydropyrrolo[3,4-c]pyrrol-2(1H)-yl)methanone OC1(COC1)C=1C=C(C=CC1)C(=O)N1CC2CN(CC2C1)C1=CC=C(C=C1)C(F)(F)F